Cl.Cl.C=1(C=2N(C=CN1)C=CC2)N2CC(CC2)N 1-pyrrolo[1,2-a]pyrazin-1-yl-pyrrolidin-3-ylamine dihydrochloride salt